C(#N)C=1C=C(C=CC1)S(=O)(=O)NC1CC(C1)NC1=C2C(=NC=C1C1=NC=NC=C1)NC=C2 3-cyano-N-((1s,3s)-3-((5-(pyrimidin-4-yl)-1H-pyrrolo[2,3-b]pyridin-4-yl)amino)cyclobutyl)benzenesulfonamide